FC(F)(F)N1N=CC=C1 (trifluoromethyl)-1H-pyrazole